C(C)OC(C(=C)CNC(C)C)=O.OC1=CC=C2C=CC3=CC=C(C4=CC=C1C2=C34)OC 1-hydroxy-8-methoxypyrene ethyl-2-isopropylaminomethylacrylate